4-(5-(4,4,5,5-tetramethyl-1,3,2-dioxaborolan-2-yl)pyridin-2-yl)piperazine-1-carboxylic acid tert-butyl ester C(C)(C)(C)OC(=O)N1CCN(CC1)C1=NC=C(C=C1)B1OC(C(O1)(C)C)(C)C